benzyltitanium (III) C(C1=CC=CC=C1)[Ti+2]